2,3-dimethyl-2H-thieno[2,3-c]pyrazole-5-carboxylic acid methyl ester COC(=O)C1=CC=2C(=NN(C2C)C)S1